C(CCCCCCC\C=C/C\C=C\C)O (Z,E)-9,12-tetradecadien-1-ol